methyl-amino-hexahydropyridazine CN1N(CCCC1)N